tert-butyl 3-methyl-2-oxo-1,6,7,8-tetrahydroimidazo[4,5-g]quinoline-5-carboxylate CN1C(NC2=CC=3CCCN(C3C=C21)C(=O)OC(C)(C)C)=O